C1(CC1)C=1C(=NC=NC1)OC 5-cyclopropyl-4-methoxypyrimidine